potassium DL-lactate C(C(O)C)(=O)[O-].[K+]